5-BROMO-1,3-DIPHENYL-1H-PYRAZOLE-4-CARBOXALDEHYDE BrC1=C(C(=NN1C1=CC=CC=C1)C1=CC=CC=C1)C=O